FC=1C(=CC(=NC1)OC)C1=CC(=NN1)C(=O)N1C2(CC2)C[C@H](CC1)C(=O)NC1C2CCC(CC1)N2C (7S)-4-[5-(5-fluoro-2-methoxypyridin-4-yl)-1H-pyrazole-3-carbonyl]-N-{8-methyl-8-azabicyclo[3.2.1]octan-2-yl}-4-azaspiro[2.5]octane-7-carboxamide